(5E,7E)-8-(4-Methoxyphenyl)-4-methylocta-5,7-dien-2-one COC1=CC=C(C=C1)/C=C/C=C/C(CC(C)=O)C